ClC=1C(=C(C=C2C=C(N=CC12)NC(=O)NC1CCCC1)C1=C(C2=C(OCCN2C(=O)OC(C)(C)C)N=C1)C)F tert-Butyl 7-(8-chloro-3-(3-cyclopentylureido)-7-fluoroisoquinolin-6-yl)-8-methyl-2,3-dihydro-1H-pyrido[2,3-b][1,4]oxazine-1-carboxylate